8,12-bis(5-bromothiophen-2-yl)-2,5-bis(2-octyldodecyl)-[1,2,5]thiadiazolo[3,4-i]dithieno[3,2-a:2',3'-c]phenazine BrC1=CC=C(S1)C=1C=2C(C(=C3N=C4C5=C(C6=C(C4=NC13)C=C(S6)CC(CCCCCCCCCC)CCCCCCCC)SC(=C5)CC(CCCCCCCCCC)CCCCCCCC)C=5SC(=CC5)Br)=NSN2